N[C@H](C(=O)O)CC1=CN(C2=NC=CC=C21)CC(=O)OC(C)(C)C (S)-2-amino-3-(1-(2-(tert-butoxy)-2-oxoethyl)-1H-pyrrolo[2,3-b]pyridin-3-yl)propanoic acid